C(C)N1C=CC=C1 N-ethyl-pyrrole